3-(1-(2-fluorobenzyl)-5-(isoxazol-3-yl)-1H-pyrazol-3-yl)-1,2,4-triazin-5(4H)-one FC1=C(CN2N=C(C=C2C2=NOC=C2)C2=NN=CC(N2)=O)C=CC=C1